C[Si](N(C)C)(CCCCCCCC)C dimethyloctyldimethylaminosilane